5-bromo-3-phenyl-2-(2,2,2-trifluoroethyl)benzofuran BrC=1C=CC2=C(C(=C(O2)CC(F)(F)F)C2=CC=CC=C2)C1